B(F)(F)F.[B] Boron trifluoroborate